NC1=NC=CC(=C1Cl)SC1=CN=C(N=N1)N1CCC2(CC1)[C@@H](C1=CC(=CC=C1C2)Cl)N (S)-1'-(6-((2-amino-3-chloropyridin-4-yl)thio)-1,2,4-triazin-3-yl)-6-chloro-1,3-dihydrospiro[indene-2,4'-piperidin]-1-amine